Cl.FC(CN1C(CCCC1)CN)(F)F (1-(2,2,2-Trifluoroethyl)piperidin-2-yl)methanamine hydrochloride